O-(1-(4-chloropyridin-3-yl)-2,2-dimethylpropyl) S-methyl carbonodithioate C(OC(C(C)(C)C)C=1C=NC=CC1Cl)(=S)SC